mannitol monosulfate S(=O)(=O)(O)O.C([C@@H](O)[C@@H](O)[C@H](O)[C@H](O)CO)O